N1C(=NC2=C1C=CC=C2)C(N2C(C1=CC(=CC=C1C2)C2=CC=C(C=C2)C2=CC=NC=C2)=O)C2=C(C=CC(=C2)F)O 2-((1H-benzo[d]imidazole-2-yl)(5-fluoro-2-hydroxyphenyl)methyl)-6-(4-(pyridine-4-yl)phenyl)isoindolin-1-one